3β-Hydroxy-17-(1H-benzimidazol-1-yl)androsta-5,16-diene O[C@@H]1CC2=CC[C@H]3[C@@H]4CC=C([C@@]4(C)CC[C@@H]3[C@]2(CC1)C)N1C=NC2=C1C=CC=C2